[PH2](=O)[O-].N1(NN1)[La+2].[PH2](=O)[O-] diaza-aziridinyl-lanthanum hypophosphite